C(C)C1=NN=C(CC1)C Ethyl-6-methyl-4,5-dihydropyridazin